methyl 4-[(tert-butoxycarbonylamino)methyl]-5-methyl-1-(2-trimethylsilylethoxymethyl)pyrazole-3-carboxylate C(C)(C)(C)OC(=O)NCC=1C(=NN(C1C)COCC[Si](C)(C)C)C(=O)OC